2-(4-(3-(4,5-Dihydropyrrolo[1,2-a]quinoxalin-4-yl)pyridin-2-yl)piperazin-1-yl)acetamide C1=CC=C2N1C1=CC=CC=C1NC2C=2C(=NC=CC2)N2CCN(CC2)CC(=O)N